ClC1=CC(=C(C(=C1)C)C=1C(NC2(C1OC([O-])=O)CCN(CC2)OC)=O)C 3-(4-chloro-2,6-dimethylphenyl)-8-methoxy-2-oxo-1,8-Diazaspiro[4.5]dec-3-en-4-ylcarbonate